C(C1=CC=CC=C1)N[C@H](CO)C (2S)-2-(benzylamino)propan-1-ol